3-(methacryloyloxyethoxy)propyl-methyldimethoxysilane C(C(=C)C)(=O)OCCOCCC[Si](OC)(OC)C